2,4-dibromo-5-methyl-benzene BrC1=CC=C(C(=C1)Br)C